ClC1=NN2C(N=C(C=C2NCC2(CN(C2)C(=O)OC(C)(C)C)C2=CC=C(C=C2)F)C(F)(F)F)=C1 tert-butyl 3-(((2-chloro-5-(trifluoromethyl)pyrazolo[1,5-a]pyrimidin-7-yl)amino)methyl)-3-(4-fluorophenyl)azetidine-1-carboxylate